ClC=1C=CC2=C([C@H](C[C@@H](O2)C(=O)NC23CC(C2)(C3)C=3OC(=NN3)C3CC(C3)OC(F)(F)F)O)C1 (2R,4S)-6-chloro-4-hydroxy-N-(3-{5-[(1s,3S)-3-(trifluoromethoxy)cyclobutyl]-1,3,4-oxadiazol-2-yl}bicyclo[1.1.1]pentan-1-yl)-3,4-dihydro-2H-1-benzopyran-2-carboxamide